C(C)(C)(C)C=1C=C(C=C(C1)N(C1=CC=2C(C3=CC=CC=C3C2C=C1)(C)C)C1=CC=C(C=C1)C1CCCCC1)C1=CC(=CC(=C1)C(C)(C)C)C(C)(C)C N-[(3,3',5'-tri-tert-butyl)biphenyl-5-yl]-N-(4-cyclohexylphenyl)-9,9-dimethyl-9H-fluoren-2-amine